(E)-3-phenyl-2-(m-tolyl)-N-(p-tolyl)acrylamide C1(=CC=CC=C1)/C=C(/C(=O)NC1=CC=C(C=C1)C)\C=1C=C(C=CC1)C